2-Isocyanato-tricyclo[6.2.0.03,6]deca-1,3(6),7-triene N(=C=O)C1=C2CCC2=CC=2CCC12